methyl 4-chloro-2-oxo-7-(trifluoromethyl)-1-(2-(trifluoromethyl) pyridin-3-yl)-1,2-dihydro-1,8-naphthyridine-3-carboxylate ClC1=C(C(N(C2=NC(=CC=C12)C(F)(F)F)C=1C(=NC=CC1)C(F)(F)F)=O)C(=O)OC